ClC1=C(C=CC=C1)CC(=O)NC1=CC(=C2C=NN(C2=C1)CC1COCC1)S(N)(=O)=O 2-(2-chlorophenyl)-N-(4-sulfamoyl-1-((tetrahydrofuran-3-yl)methyl)-1H-indazol-6-yl)acetamide